3-((4-((6,7-dimethoxyquinolin-4-yl)oxy)-3-fluorophenyl)amino)-1-methyl-N-(o-tolyl)-1H-pyrazole-4-carboxamide COC=1C=C2C(=CC=NC2=CC1OC)OC1=C(C=C(C=C1)NC1=NN(C=C1C(=O)NC1=C(C=CC=C1)C)C)F